FC=1C=C(CCNC([C@H](C)O)=O)C=CC1[N+](=O)[O-] (S)-N-(3-fluoro-4-Nitrophenethyl)-2-hydroxypropionamide